(S)-5-benzyl-N-(1-methyl-5-oxo-1,4,5,6,7,8-hexahydropyrazolo[4,3-b]azepin-6-yl)-4H-1,2,4-triazole-3-carboxamide C(C1=CC=CC=C1)C=1NC(=NN1)C(=O)N[C@H]1CCC2=C(NC1=O)C=NN2C